4-(5-(6-((6-methoxypyridin-3-yl)methyl)-3,6-diazabicyclo[3.1.1]hept-3-yl)pyrazin-2-yl)-6-morpholinopyrazolo[1,5-a]pyridine-3-carbonitrile COC1=CC=C(C=N1)CN1C2CN(CC1C2)C=2N=CC(=NC2)C=2C=1N(C=C(C2)N2CCOCC2)N=CC1C#N